BrC1=C(C(=O)OCC)C=CC(=C1)C(F)(F)F ethyl 2-bromo-4-(trifluorometh-yl)benzoate